2-(hydroxymethyl)-tetrahydro-2H-pyran-4-ol OCC1OCCC(C1)O